ClC1=C(C(=CC=C1)Cl)NC1=C(C=CC=C1)CC(=O)O 2-[(2,6-dichlorophenyl)-amino]phenylacetic acid